cis-2-(4-(cyclopentylamino)phenyl)-1-(2-fluoro-6-methylbenzoyl)-N-(2-methylpyrimidin-5-yl)octahydro-1H-cyclopenta[b]pyridine-3-carboxamide C1(CCCC1)NC1=CC=C(C=C1)C1C(CC2C(N1C(C1=C(C=CC=C1C)F)=O)CCC2)C(=O)NC=2C=NC(=NC2)C